C(C)[C@@H]1[C@@H](CN(C1)C(CCC(F)(F)F)=O)NC1=C2C(=NC=C1CC#N)NC=C2 4-(((cis)-4-ethyl-1-(4,4,4-trifluorobutyryl)pyrrolidin-3-yl)amino)-1H-pyrrolo[2,3-b]pyridin-5-acetonitrile